5'-(2-(((1r,4r)-4-Aminocyclohexyl)amino)-1-phenylethyl)-2'-chloro-3',6-difluoro-5-(2-methoxyethoxy)-[1,1'-biphenyl]-2-carboxamide NC1CCC(CC1)NCC(C1=CC=CC=C1)C=1C=C(C(=C(C1)C=1C(=CC=C(C1F)OCCOC)C(=O)N)Cl)F